2,5-dimethyl-1,7-heptanediamine CC(CN)CCC(CCN)C